S(N)(OC1=CC=C2C(=C1)C(N(C(C21CCNCC1)=O)CCNS(=O)(=O)C)C1CCC(CC1)C(C)C)(=O)=O 1-((1s,4s)-4-isopropylcyclohexyl)-2-(2-(methylsulfonamido)ethyl)-3-oxo-2,3-dihydro-1H-spiro[isoquinoline-4,4-piperidin]-7-yl sulfamate